FC(C1=CC(=CC2=CC=CC=C12)B(O)O)F 1-(DIFLUOROMETHYL)NAPHTHALENE-3-BORONIC ACID